Tetramethyl-piperidone CC1C(C(N(CC1)C)=O)(C)C